2-(3,8-diazabicyclo[3.2.1]octan-8-yl)-N-cyclohexyl-6,7-dihydrothiazolo[5,4-c]pyridine-5(4H)-carboxamide C12CNCC(CC1)N2C=2SC=1CN(CCC1N2)C(=O)NC2CCCCC2